Br\C=1\CCCC2=C(/C1/C1=CC=C(C=C1)O[C@@H]1CN(CC1)CC=CC(=O)N(C)C)C=CC(=C2)C(=O)OC Methyl (S,E)-8-bromo-9-(4-((1-(4-(dimethylamino)-4-oxobut-2-en-1-yl)pyrrolidin-3-yl)oxy)phenyl)-6,7-dihydro-5H-benzo[7]annulene-3-carboxylate